N-{(2S,3R,4S)-1-(cyclopropanecarbonyl)-2-[(2,3'-difluoro[1,1'-biphenyl]-3-yl)methyl]-4-fluoropyrrolidin-3-yl}cyclopropanesulfonamide t-butyl-benzothien-2-ylcarbamate C(C)(C)(C)N(C(O)=O)C=1SC2=C(C1)C=CC=C2.C2(CC2)C(=O)N2[C@H]([C@H]([C@H](C2)F)NS(=O)(=O)C2CC2)CC=2C(=C(C=CC2)C2=CC(=CC=C2)F)F